CC1=C(N=C(N1)CC=1SC=CC1)C1=CC=CC=C1 5-Methyl-4-phenyl-2-(2-thienylmethyl)imidazole